ClC1=CC2=C(C3=C1N=C(S3)C3=C1N=CC(=NC1=CC(=C3)C)OC(F)F)OC[C@@H](O2)CO (S)-(4-chloro-2-(2-(difluoromethoxy)-7-methylquinoxalin-5-yl)-7,8-dihydro-[1,4]dioxino[2',3':3,4]benzo[1,2-d]thiazol-7-yl)methanol